5-(4-(3-(1,4-oxazepan-4-yl)phenyl)piperazine-1-carbonyl)-3-fluoro-2-hydroxybenzaldehyde O1CCN(CCC1)C=1C=C(C=CC1)N1CCN(CC1)C(=O)C=1C=C(C(=C(C=O)C1)O)F